(R) or (S)-2-((S)-1-(2-ethyl-6-(1-methyl-5-((2-oxo-5-propylpyridin-1(2H)-yl)methyl)-1H-1,2,3-triazol-4-yl)pyridin-3-yl)pyrrolidin-3-yl)butanoic acid C(C)C1=NC(=CC=C1N1C[C@@H](CC1)[C@H](C(=O)O)CC)C=1N=NN(C1CN1C(C=CC(=C1)CCC)=O)C |o1:13|